N-(4-(4-(2-(3-fluoropyrrolidin-1-yl)-6-methylpyrimidin-4-yl)-1H-1,2,3-triazol-1-yl)-3-(6-azaspiro[2.5]octan-6-yl)phenyl)-2-hydroxyethane-1-sulfonamide FC1CN(CC1)C1=NC(=CC(=N1)C=1N=NN(C1)C1=C(C=C(C=C1)NS(=O)(=O)CCO)N1CCC2(CC2)CC1)C